4-(6-Methoxyimidazo[1,5-a]pyridin-7-yl)-N-(5-(2-methoxy-nicotinoyl)-5,6-dihydro-4H-pyrrolo[3,4-d]thiazol-2-yl)-6-methyl-nicotinamide COC=1C(=CC=2N(C1)C=NC2)C2=CC(=NC=C2C(=O)NC=2SC1=C(N2)CN(C1)C(C1=C(N=CC=C1)OC)=O)C